dichlorotriazineamine ClC1=C(C(=NN=N1)N)Cl